4-(difluoromethoxy)-2-(4-methoxybenzyl)pyridazin FC(OC1=CN(NC=C1)CC1=CC=C(C=C1)OC)F